CC1=C(C2=C(N=C1)N(N=C2)C2OCCN2)N 5-methyl-1-(oxazolidin-2-yl)-1H-pyrazolo[3,4-b]pyridin-4-amine